NC1=C(C=C(C=C1)C1=NN(C2=NC=NC(=C21)N)C2CC(C2)OCC2=CC=CC=C2)F 3-(4-AMINO-3-FLUOROPHENYL)-1-(3-(BENZYLOXY)CYCLOBUTYL)-1H-PYRAZOLO[3,4-D]PYRIMIDIN-4-AMINE